2-(5-(4-((methylamino)methyl)-4-phenylpiperidin-1-yl)pyridazin-3-yl)phenol CNCC1(CCN(CC1)C=1C=C(N=NC1)C1=C(C=CC=C1)O)C1=CC=CC=C1